C1(CC1)C=1C=C(C=2N(C1)C=C(N2)CNC)N2C(N(C(C2)=O)C)=O 1-(6-cyclopropyl-2-((methyl-amino)methyl)imidazo[1,2-a]pyridin-8-yl)-3-methylimidazolidine-2,4-dione